C(C(=C)C)(=O)COC1COC1 3-(methacryloylmethoxy)oxetane